2-(3-hydroxycyclobutyl)-3H-imidazo[4,5-b]pyridin OC1CC(C1)C1=NC=2C(=NC=CC2)N1